N-((1r,3r)-3-hydroxycyclobutyl)pyridine-4-sulfonamide OC1CC(C1)NS(=O)(=O)C1=CC=NC=C1